N-(5-Bromo-4-(2-(dimethylamino)ethoxy)pyridin-2-yl)-2'-fluoro-4'-(5-methyl-1,2,4-oxadiazol-3-yl)-[1,1'-biphenyl]-4-carboxamid BrC=1C(=CC(=NC1)NC(=O)C1=CC=C(C=C1)C1=C(C=C(C=C1)C1=NOC(=N1)C)F)OCCN(C)C